COC(=O)[C@@H]1CNCC[C@H]1C (3s,4r)-4-methylpiperidine-3-carboxylic acid methyl ester